C1(C(C=C1)C(=O)O)C(=O)O 3-cyclobutene-1,2-dicarboxylic acid